N-(4-methoxybenzyl)-7H-pyrrolo[2,3-d]pyrimidin-4-amine COC1=CC=C(CNC=2C3=C(N=CN2)NC=C3)C=C1